FC=1C=C(C=CC1OC)/C(/C#N)=C/C#N 2-(3-fluoro-4-methoxyphenyl)maleonitrile